ClCC(=O)N1C(C(C(C1)C1=CC(=CC=C1)C(F)(F)F)C(=O)OCC)=O ethyl 1-(2-chloroacetyl)-2-oxo-4-[3-(trifluoromethyl) phenyl]-3-pyrrolidinecarboxylate